5-(isopropyl-(4-(2-(methylsulfonylamino)-2-oxoethoxy)butyl)amino)-2,3-diphenylpyrazine 1-oxide C(C)(C)N(C=1N=C(C(=[N+](C1)[O-])C1=CC=CC=C1)C1=CC=CC=C1)CCCCOCC(=O)NS(=O)(=O)C